COC1=CC2=C(N=C(N2)C=2C=C3C(=CNC3=CC2)C2CCN3CCCCC3CC2)C=C1 5-(5-methoxybenzimidazol-2-yl)-3-(1-azabicyclo[5.4.0]undecan-4-yl)1H-indole